methyl 4-bromo-2-ethyl-indazole-3-carboxylate BrC=1C2=C(N(N=C2C=CC1)CC)C(=O)OC